ethyl (Z)-4-cyclobutyl-3-(3,5-difluorophenyl)-4-oxo-but-2-enoate C1(CCC1)C(\C(=C/C(=O)OCC)\C1=CC(=CC(=C1)F)F)=O